TRANS-3-[1-(Cyclopropyl-methyl)-8-dimethylamino-2-oxo-8-phenyl-1,3-diazaspiro[4.5]decan-3-yl]-2,2-dimethyl-propionitrile C1(CC1)CN1C(N(CC12CCC(CC2)(C2=CC=CC=C2)N(C)C)CC(C#N)(C)C)=O